C(C)N(CCC)[Si](CCC(F)(F)F)(CCC(F)(F)F)CCC(F)(F)F ethylpropylamino-tris(3,3,3-trifluoropropyl)silane